α-isoamyl furfurylacetate CC(C)CCOC(=O)CCC1=CC=CO1